(7S)-9-(2,6-difluorophenyl)-7-methyl-3-pyridazin-3-yl-18-thia-2,4,5,8-tetrazatetracyclo[8.8.0.02,6.011,17]octadeca-1(10),3,5,8,11(17)-pentaene FC1=C(C(=CC=C1)F)C1=N[C@H](C2=NN=C(N2C=2SC=3CCCCCC3C12)C=1N=NC=CC1)C